FC1=CC=C(CN(C(C(CC)(C)C)=O)O)C=C1 N-(4-Fluorobenzyl)-N-hydroxy-2,2-dimethylbutanamide